2-((5-(7-(((2S,5R)-5-(Ethylsulfonamido)tetrahydro-2H-pyran-2-yl)methyl)-2,7-diazaspiro[3.5]nonan-2-yl)-1,2,4-triazin-6-yl)oxy)-5-fluoro-N,N-diisopropylbenzamide C(C)S(=O)(=O)N[C@@H]1CC[C@H](OC1)CN1CCC2(CN(C2)C=2N=CN=NC2OC2=C(C(=O)N(C(C)C)C(C)C)C=C(C=C2)F)CC1